NC1=C(SC2=NC(=CC(=C21)C)C)C(=O)NC2CC=1C(=CC(=NC1CC2)N2CC(C(C2)NC)COC)F 3-amino-N-{4-fluoro-2-[3-(methoxymethyl)-4-(methylamino)pyrrolidin-1-yl]-5,6,7,8-tetrahydroquinolin-6-yl}-4,6-dimethylthieno[2,3-b]pyridine-2-carboxamide